N-(6-(azetidin-1-yl)pyridin-3-yl)-4-(6-bromoimidazo[1,2-a]pyridin-3-yl)pyrimidin-2-amine N1(CCC1)C1=CC=C(C=N1)NC1=NC=CC(=N1)C1=CN=C2N1C=C(C=C2)Br